N-({4-[4-(4-chlorophenyl)-1-[2-oxo-2-(piperazin-1-yl)ethyl]-1H-imidazol-5-yl]pyridin-2-yl}methyl)acetamide ClC1=CC=C(C=C1)C=1N=CN(C1C1=CC(=NC=C1)CNC(C)=O)CC(N1CCNCC1)=O